(S)-3-(4-(4-cyano-3-fluorophenyl)-2-((pyrrolidin-3-ylmethyl)amino)quinazolin-6-yl)benzamide C(#N)C1=C(C=C(C=C1)C1=NC(=NC2=CC=C(C=C12)C=1C=C(C(=O)N)C=CC1)NC[C@@H]1CNCC1)F